BrN1C(=O)N(C(=O)C1(C)C)Cl 1-BROMO-3-CHLORO-5,5-DIMETHYL-HYDANTOIN